10-chloro-2-methyl-1,2,3,4-tetrahydrobenzo[b][1,6]naphthyridine-7-carboxylic acid ClC1=C2C(=NC=3CCN(CC13)C)C=C(C=C2)C(=O)O